4-((23S,26S)-1-azido-26-(4-((diphenyl(p-tolyl)methyl)amino)butyl)-23-isopropyl-21,24-dioxo-3,6,9,12,15,18-hexaoxa-22,25-diazaheptacosan-27-amido)phenyl (4-nitrophenyl) carbonate C(OC1=CC=C(C=C1)NC([C@@H](NC([C@@H](NC(CCOCCOCCOCCOCCOCCOCCN=[N+]=[N-])=O)C(C)C)=O)CCCCNC(C1=CC=C(C=C1)C)(C1=CC=CC=C1)C1=CC=CC=C1)=O)(OC1=CC=C(C=C1)[N+](=O)[O-])=O